eugenol diacrylate C(C=C)(=O)O.C(C=C)(=O)O.C=1(C(O)=CC=C(CC=C)C1)OC